(S)-N-(1-(3-((N-methyl-N-(4-(4-morpholino-7H-pyrrolo[2,3-d]pyrimidin-6-yl)phenyl)sulfamoyl)methyl)phenyl)pyrrolidin-3-yl)acrylamide CN(S(=O)(=O)CC=1C=C(C=CC1)N1C[C@H](CC1)NC(C=C)=O)C1=CC=C(C=C1)C1=CC2=C(N=CN=C2N2CCOCC2)N1